3-[2-[bis[(4-methoxyphenyl)methyl]amino]-4,6-dimethoxy-pyrimidin-5-yl]propanenitrile COC1=CC=C(C=C1)CN(C1=NC(=C(C(=N1)OC)CCC#N)OC)CC1=CC=C(C=C1)OC